N[C@@H]1[C@@H]2CC[C@H](C1)N2C(=O)C=2C=CC(=C(C2)C2=CC(=C(C=C2)C#N)F)C2=CC1=C(N(N=N1)C)C(=C2F)F |o1:1,2,5| 5'-((1S,2S,4R)-rel-2-amino-7-azabicyclo[2.2.1]heptane-7-carbonyl)-2'-(6,7-difluoro-1-methyl-1H-benzo[d][1,2,3]triazol-5-yl)-3-fluoro-[1,1'-biphenyl]-4-carbonitrile